C(#N)C=1C=C2COC3(CCN(CC3)C(=O)C=3C=CC(=C(C3)NC(=O)NC3CCN(CC3)C)C)C2=CC1 1-(5-(5-cyano-3H-spiro[isobenzofuran-1,4'-piperidin]-1'-ylcarbonyl)-2-methylphenyl)-3-(1-methylpiperidin-4-yl)urea